(4-amino-7-fluoroimidazo[1,5-a]quinoxalin-8-yl)((3R,5S)-3-methyl-5-(4-(trifluoromethyl)phenyl)morpholinyl)methanone NC=1C=2N(C3=CC(=C(C=C3N1)F)C(=O)N1[C@@H](COC[C@@H]1C1=CC=C(C=C1)C(F)(F)F)C)C=NC2